2-[(2S,4S,5R)-1-(2,4-Dichlorophenyl)-5-hydroxy-2,6,6-trimethylheptan-4-yl]-2,4-dihydro-3H-1,2,4-triazol-3-thion ClC1=C(C=CC(=C1)Cl)C[C@@H](C[C@@H]([C@@H](C(C)(C)C)O)N1N=CNC1=S)C